icosaethylcyclodecasiloxane C(C)[Si]1(O[Si](O[Si](O[Si](O[Si](O[Si](O[Si](O[Si](O[Si](O[Si](O1)(CC)CC)(CC)CC)(CC)CC)(CC)CC)(CC)CC)(CC)CC)(CC)CC)(CC)CC)(CC)CC)CC